[N+](=O)([O-])C1=C(C=CC=C1)C=1C=C2C(=CC1)N(C1=C2C(NC2=CC=CC=C12)=O)C1=CC=CC=C1 8-(2-Nitrophenyl)-11-phenyl-5H-indolo[3,2-c]quinolin-6-one